BrC=1C=C(C=NC1)C=1C=NC(=CC1)N[C@H](C)C1=CC=C(C=C1)F (R)-5'-bromo-N-(1-(4-fluorophenyl)ethyl)-[3,3'-bipyridin]-6-amine